BrC1=C2C(=NC(=NC2=C(C(=C1)Cl)F)SCC)N1C(CCCC1)(C=C)C 5-Bromo-7-chloro-2-(ethylthio)-8-fluoro-4-(2-methyl-2-vinylpiperidin-1-yl)quinazoline